4-amino-N-(4-(3-oxetanyl)benzyl)-N-((1S)-1-(2-pyrimidinyl)ethyl)-1,3-dihydrofuro[3,4-c]quinoline-8-carboxamide NC1=NC=2C=CC(=CC2C2=C1COC2)C(=O)N([C@@H](C)C2=NC=CC=N2)CC2=CC=C(C=C2)C2COC2